FC1=C(C=C(C=C1)F)[C@@H]1N(CCC1)C1=NC=2N(C=C1)N=CC2C(=O)NC2=CC=C(C=C2)N2CCN(CC2)C(CO)=O (R)-5-(2-(2,5-difluorophenyl)pyrrolidin-1-yl)-N-(4-(4-(2-hydroxyacetyl)piperazin-1-yl)phenyl)Pyrazolo[1,5-a]pyrimidine-3-carboxamide